bis(N,N'-diphenyl-4-aminophenyl)-N,N'-diphenyl-4,4'-diamino-1,1'-biphenyl C1(=CC=CC=C1)N(C1=CC=C(C=C1)C=1C(=C(C=CC1NC1=CC=CC=C1)C1=CC=C(C=C1)NC1=CC=CC=C1)C1=CC=C(C=C1)N(C1=CC=CC=C1)C1=CC=CC=C1)C1=CC=CC=C1